CN(C=1C(=C2C=CC=CC2=CC1)C1=CC=CC2=CC=CC=C12)C (R)-N,N-dimethyl-1,1'-binaphthylamine